COC=1N=C2C=C(C=NC2=CC1)N(C(OC(C)(C)C)=O)C tert-butyl N-(6-methoxy-1,5-naphthyridin-3-yl)-N-methyl-carbamate